C12(CC3CC(CC(C1)C3)C2)C2=NOC(=N2)[C@H](CCCCNC(OC(C)(C)C)=O)N tert-butyl (S)-5-(3-adamantan-1-yl-1,2,4-oxadiazol-5-yl)-5-aminopentylcarbamate